FC(C1=NN=C(O1)C=1C=CC(=NC1)CN1C(OC(=N1)C1=CC=C2CCN(CC2=C1)C)=O)F 3-[[5-[5-(difluoromethyl)-1,3,4-oxadiazol-2-yl]-2-pyridyl]methyl]-5-(2-methyl-3,4-dihydro-1H-isoquinolin-7-yl)-1,3,4-oxadiazol-2-one